2-(4-iodo-2-(tetrahydro-2H-pyran-4-yl)-1H-imidazol-1-yl)ethylcarbamic acid tert-butyl ester C(C)(C)(C)OC(NCCN1C(=NC(=C1)I)C1CCOCC1)=O